C(C)/C(/C(=O)O)=C\OC1=CC2=C(N(CC(CS2(=O)=O)(CCCC)CCCC)C2=CC=C(C=C2)[N+](=O)[O-])C=C1SC ethyl-(E)-3-((3,3-dibutyl-7-(methylthio)-5-(4-nitrophenyl)-1,1-dioxido-2,3,4,5-tetrahydro-1,5-benzothiazepin-8-yl)oxy)acrylic acid